N1C(=NC2=C1C=CC=C2)C2=CC=1C(=NC3=CC(=CC=C3C1)N(CC)CC)OC2=N 3-(1H-benzo[d]imidazole-2-yl)-N,N-diethyl-2-imino-2H-pyrano[2,3-b]quinoline-8-amine